C(C)(C)C1=C(NC2=CC=C(C=C12)C1CCNCC1)C1=CNC2=NC=CC(=C21)C 3-(3-isopropyl-5-(piperidin-4-yl)-1H-indol-2-yl)-4-methyl-1H-pyrrolo[2,3-b]pyridine